allyloxy carbamate C(N)(OOCC=C)=O